{6-amino-5-[(1R)-1-(6-methylpyridin-2-yl)ethoxy]pyridin-3-yl}boronic acid NC1=C(C=C(C=N1)B(O)O)O[C@H](C)C1=NC(=CC=C1)C